7-((4-(1-(cyclopropylmethyl)-1H-benzo[d]imidazol-2-yl)piperidin-1-yl)methyl)-1-methyl-3-(o-tolyl)-1H-indazole C1(CC1)CN1C(=NC2=C1C=CC=C2)C2CCN(CC2)CC=2C=CC=C1C(=NN(C21)C)C2=C(C=CC=C2)C